2-((3aR,5s,6aS)-5-((2-fluoropyridin-3-yl)oxy)hexahydrocyclopenta[c]pyrrol-2(1H)-yl)-1-(4-hydroxyphenyl)ethanone FC1=NC=CC=C1OC1C[C@@H]2[C@@H](CN(C2)CC(=O)C2=CC=C(C=C2)O)C1